N-(4-(1,1-Dimethoxyethyl)pyrimidin-2-yl)isobutyramide COC(C)(OC)C1=NC(=NC=C1)NC(C(C)C)=O